FC(OC1=CC=C(CNC2CC2)C=C1)F N-(4-(difluoromethoxy)benzyl)cyclopropanamine